(dimethylphosphoryl)-N,N-dimethyl-2-(prop-2-yn-1-ylamino)benzamide CP(=O)(C)C=1C(=C(C(=O)N(C)C)C=CC1)NCC#C